5-[(4-hydroxy-2,6-dimethylphenyl)methylene]-1,3-bis(phenylmethyl)-2,4,6(1H,3H,5H)-pyrimidinetrione OC1=CC(=C(C(=C1)C)C=C1C(N(C(N(C1=O)CC1=CC=CC=C1)=O)CC1=CC=CC=C1)=O)C